FC(COC1=CC=C(C=N1)NC=1C2=C(N=CN1)C=CC(=N2)N2CC1(CCN1C(=O)OC(C)(C)C)C2)(F)F tert-butyl 6-[4-[[6-(2,2,2-trifluoroethoxy)-3-pyridyl]amino]pyrido[3,2-d]pyrimidin-6-yl]-1,6-diazaspiro[3.3]heptane-1-carboxylate